FC=1C(=C(C=CC1)O)C=1N=NC(=CC1)N1C[C@H](OCC1)CO 3-fluoro-2-[6-[(2S)-2-(hydroxymethyl)morpholin-4-yl]pyridazin-3-yl]phenol